2-trifluoromethyl-aniline ethyl-5-(2,4,5-trifluoro-3-methoxyphenyl)thiazole-2-carboxylate C(C)OC(=O)C=1SC(=CN1)C1=C(C(=C(C(=C1)F)F)OC)F.FC(C1=C(N)C=CC=C1)(F)F